2-(3-fluorophenyl)-N-(3-hydroxybutyl)-3-oxo-6-[4-(trifluoromethyl)phenyl]-2,3-dihydropyridazine-4-carboxamide FC=1C=C(C=CC1)N1N=C(C=C(C1=O)C(=O)NCCC(C)O)C1=CC=C(C=C1)C(F)(F)F